1-(4-(4-AMINO-1-(2-HYDROXY-2-METHYLPROPYL)-1H-PYRAZOLO[3,4-D]PYRIMIDIN-3-YL)PHENYL)-3-(3-(TERT-BUTYL)ISOXAZOL-5-YL)UREA NC1=C2C(=NC=N1)N(N=C2C2=CC=C(C=C2)NC(=O)NC2=CC(=NO2)C(C)(C)C)CC(C)(C)O